CCCC=CCCCCC 4-Decene